OC(=C(C(=O)OCC(CO)(CO)CO)O)O pentaerythritol trihydroxyacrylate